C(C)(=O)N1N=CC(=C1)C=1SC=C(N1)C(=O)NC=1C(=NN(C1)C1CCC(CC1)OCC)C1=NC(=CC=C1F)F 2-(1-acetyl-1H-pyrazol-4-yl)-N-(3-(3,6-difluoropyridin-2-yl)-1-((1r,4r)-4-ethoxycyclohexyl)-1H-pyrazol-4-yl)thiazole-4-carboxamide